8-(3-Fluorobenzyl)-6-(2-fluorophenyl)-2-((5-Methylfuran-2-yl)methyl)imidazo[1,2-a]pyrazin-3(7H)-on FC=1C=C(CC2=C3N(C=C(N2)C2=C(C=CC=C2)F)C(C(=N3)CC=3OC(=CC3)C)=O)C=CC1